5-(2-(4-Chlorophenyl)pyrrolidin-1-yl)-1H-benzo[d]imidazol ClC1=CC=C(C=C1)C1N(CCC1)C1=CC2=C(NC=N2)C=C1